ethyl 10-acetyl-6-isopropyl-9-(3-methoxypropoxy)-2-oxo-6,7-dihydro-2H-pyrido[2,1-a]isoquinoline-3-carboxylate C(C)(=O)C1=C(C=C2CC(N3C(C2=C1)=CC(C(=C3)C(=O)OCC)=O)C(C)C)OCCCOC